(2-(ethoxy) ethyl) acrylate C(C=C)(=O)OCCOCC